8-(9-((2-Butyloctyl)oxy)-N-(3-(dimethylamino)propyl)-9-oxononanamido)-octadecenoic acid 2-hexyldecyl ester C(CCCCC)C(COC(C=CCCCCC(CCCCCCCCCC)N(C(CCCCCCCC(=O)OCC(CCCCCC)CCCC)=O)CCCN(C)C)=O)CCCCCCCC